C(C)N(CC)CCC1=C(C=CC2=CC=CC=C12)OCC1=CC=C(C=C1)C N,N-diethyl-2-(4-methylbenzyloxy)-1-naphthylethylamine